(5R)-N-[(3S)-9-fluoro-2-oxo-5-phenyl-1,3-dihydro-1,4-benzodiazepine-3-yl]-5-methyl-2-(6-morpholino-3-pyridinyl)-6,7-dihydro-5H-pyrazolo[5,1-b][1,3]Oxazine-3-carboxamide FC1=CC=CC=2C(=N[C@@H](C(NC21)=O)NC(=O)C=2C(=NN1C2O[C@@H](CC1)C)C=1C=NC(=CC1)N1CCOCC1)C1=CC=CC=C1